ClC=1C=C2C(=C3C1NC(NC31CCCCC1)=O)OC(=N2)CNC2CC2 5-chloro-2-[(cyclopropylamino)methyl]-7,8-dihydro-6H-spiro[[1,3]oxazolo[5,4-f]quinazoline-9,1'-cyclohexane]-7-one